BrC1=CC=C(C=C1)[C@@H]1N([C@@H](CC=2C=C3C(=CC12)OC(O3)([2H])[2H])C)CC(CO[Si](C3=CC=CC=C3)(C3=CC=CC=C3)C(C)(C)C)(F)F (5S,7R)-5-(4-bromophenyl)-6-(3-((tert-butyldiphenylsilyl)oxy)-2,2-difluoropropyl)-7-methyl-5,6,7,8-tetrahydro-[1,3]Dioxolano[4,5-g]Isoquinoline-2,2-d2